2-((E)-2-((E)-2-chloro-3-((E)-2-(1-ethyl-5-methoxy-3,3-dimethylindolin-2-ylidene)ethylidene)cyclohex-1-en-1-yl)vinyl)-1-ethyl-5-methoxy-3,3-dimethyl-3H-indol-1-ium iodide [I-].ClC/1=C(CCC\C1=C/C=C\1/N(C2=CC=C(C=C2C1(C)C)OC)CC)/C=C/C1=[N+](C2=CC=C(C=C2C1(C)C)OC)CC